The molecule is a polyprenylbenzoquinone that is fumigatin which is substituted by an all-trans-hexaprenyl group at position 6. It has a role as a Saccharomyces cerevisiae metabolite and a mouse metabolite. It is a polyprenylbenzoquinone and a member of monohydroxy-1,4-benzoquinones. CC1=C(C(=O)C(=C(C1=O)O)OC)C/C=C(\\C)/CC/C=C(\\C)/CC/C=C(\\C)/CC/C=C(\\C)/CC/C=C(\\C)/CCC=C(C)C